CSSC1=NC=CC=C1 2-(methyldisulfaneyl)pyridine